(2R,4S)-N-((S)-1-(((6-Amino-2-methylpyridin-3-yl)methyl)amino)-1-oxopropan-2-yl)-4-(3-bromo-4-chlorobenzyl)pyrrolidine-2-carboxamide di-trifluoroacetate salt FC(C(=O)O)(F)F.FC(C(=O)O)(F)F.NC1=CC=C(C(=N1)C)CNC([C@H](C)NC(=O)[C@@H]1NC[C@H](C1)CC1=CC(=C(C=C1)Cl)Br)=O